ClC1=NC=2CCCCC2C=C1C(=O)NC(COCC1=C(C=CC=C1)Cl)(C)C 2-chloro-N-(1-((2-chlorobenzyl)oxy)-2-methylpropan-2-yl)-5,6,7,8-tetrahydroquinoline-3-carboxamide